Cl.NCC(CC1=C(C=CC=C1)Cl)=O 1-amino-3-(2-chlorophenyl)propan-2-one hydrochloride